1-(5,5-dimethyl-1-cyclohexenyl)pent-4-en-1-one CC1(CCC=C(C1)C(CCC=C)=O)C